CS(=O)(=O)OCCOCCOCCOCCOS(=O)(=O)C 2-[2-[2-(2-methylsulfonyloxyethoxy) ethoxy]ethoxy]ethyl methanesulfonate